N-[5-[2-Cyano-5-(3-pyridylmethoxy)-4-pyridyl]pyrazolo[1,5-a]pyridin-2-yl]cyclopropanecarboxamide C(#N)C1=NC=C(C(=C1)C1=CC=2N(C=C1)N=C(C2)NC(=O)C2CC2)OCC=2C=NC=CC2